C(CCCCCCCCCCC)(SC(F)(F)F)=O S-(trifluoromethyl) dodecanethioate